BrC1=CN=C2N1N=C(C=C2)N2CCN(CCC2)C 3-bromo-6-(4-methyl-1,4-diazepan-1-yl)imidazo[1,2-b]pyridazine